2-[[6-[(2-Chloro-5-cyano-pyrimidin-4-yl)amino]-1-methyl-2-oxo-3-quinolyl]oxy]-N-methyl-acetamide ClC1=NC=C(C(=N1)NC=1C=C2C=C(C(N(C2=CC1)C)=O)OCC(=O)NC)C#N